C1(CC1)[C@@H](/C=N/OCC(N1CCN(CC1)C1=NC=C(C=N1)C(F)(F)F)=O)NC(OC(C)(C)C)=O (S,E)-tert-butyl (1-cyclopropyl-2-((2-oxo-2-(4-(5-(trifluoromethyl)pyrimidin-2-yl)piperazin-1-yl)ethoxy) imino)ethyl)carbamate